N-[(3S)-9-fluoro-2-oxo-5-phenyl-1,3-dihydro-1,4-benzodiazepin-3-yl]-2-(1-methylpyrrolo[2,3-b]pyridin-5-yl)pyrazolo[1,5-a]pyrimidine-3-carboxamide FC1=CC=CC=2C(=N[C@@H](C(NC21)=O)NC(=O)C=2C(=NN1C2N=CC=C1)C=1C=C2C(=NC1)N(C=C2)C)C2=CC=CC=C2